trans-4-((4-(1-Iso-propyl-1H-pyrazol-4-yl)pyridin-2-yl)-((trans-4-(5-meth-oxy-6-methylpyridin-2-yl)cyclohexyl)-methyl)carbamoyl)-cyclohexyl 4-methylpiperazine-1-carboxylate CN1CCN(CC1)C(=O)O[C@@H]1CC[C@H](CC1)C(N(C[C@@H]1CC[C@H](CC1)C1=NC(=C(C=C1)OC)C)C1=NC=CC(=C1)C=1C=NN(C1)C(C)C)=O